lead cobalt niobium-zirconium [Zr].[Nb].[Co].[Pb]